Benzyl ((S)-4-Methyl-1-oxo-1-(((S,E)-5-phenyl-1-(pyridin-2-yl)-pent-1-en-3-yl)amino)pentan-2-yl)carbamate CC(C[C@@H](C(N[C@H](/C=C/C1=NC=CC=C1)CCC1=CC=CC=C1)=O)NC(OCC1=CC=CC=C1)=O)C